O=C1N2C(N=NN1)=CN=C2 3,4-dihydro-4-oxoimidazo[5,1-d]-1,2,3,5-tetrazine